C(C1=CC=CC=C1)C=1C(N=C2SCN(CN2N1)C1=CC=C(C=C1)Br)=O 7-benzyl-3-(4-bromophenyl)-3,4-dihydro-2h,8h-[1,2,4]triazino[3,2-b][1,3,5]thiadiazin-8-one